3-(4-(3,5-dichlorophenoxy)phenyl)-2-methyl-5,6,7,8-tetrahydroquinolin-4(1H)-one ClC=1C=C(OC2=CC=C(C=C2)C2=C(NC=3CCCCC3C2=O)C)C=C(C1)Cl